C1(=C(C=CC=C1)[NH3+])C tolylammonium